NC=1N(N=C2C1CN(CC2)C(C)=O)C(=O)C2CCNC1=CC=CC=C21 1-(3-amino-2-(1,2,3,4-tetrahydro-quinoline-4-carbonyl)-6,7-dihydro-2H-pyrazolo[4,3-c]pyridin-5(4H)-yl)ethanone